(8S,11R,13S,14S,17R)-17-acetyl-11-(4-((7-hydroxyheptyl)(methyl)amino)-phenyl)-13-methyl-3-oxo-2,3,6,7,8,11,12,13,14,15,16,17-dodecahydro-1H-cyclopenta[a]phenanthren-17-yl acetate C(C)(=O)O[C@@]1(CC[C@H]2[C@@H]3CCC4=CC(CCC4=C3[C@H](C[C@]12C)C1=CC=C(C=C1)N(C)CCCCCCCO)=O)C(C)=O